CC1CN(CC(N1)C)C=1C(=C2CN(C(C2=C(C1)F)=O)C1C(NC(CC1)=O)=O)F 3-(5-(3,5-dimethylpiperazin-1-yl)-4,7-difluoro-1-oxoisoindolin-2-yl)piperidine-2,6-dione